6-chloro-8-cyclopropoxy-7-(5-methyl-1H-indazol-4-yl)-2-(4-methylpiperazin-1-yl)-4-(piperazin-1-yl)quinazoline ClC=1C=C2C(=NC(=NC2=C(C1C1=C2C=NNC2=CC=C1C)OC1CC1)N1CCN(CC1)C)N1CCNCC1